NCCC(O)C=1C=C(OCC(CCC)O)C=CC1 1-(3-(3-Amino-1-hydroxypropyl)phenoxy)pentan-2-ol